ClC1=C(C=CC=C1C=1C=NC=CC1)SC=1C=NC(=NC1)N1CCC2([C@@H]([C@@H](OC2)C)N)CC1 (3S,4S)-8-(5-((2-chloro-3-(pyridine-3-yl)phenyl)mercapto)pyrimidine-2-yl)-3-methyl-2-oxa-8-azaspiro[4.5]decane-4-amine